C(CCCCCCC\C=C/C\C=C/C\C=C/CC)(=O)C(OP(OC[C@@H](CO)OC(CCCCCCCCCCCCCCCCCCCCC)=O)(=O)[O-])C[N+](C)(C)C α-Linolenoyl-2-behenoyl-sn-glycero-3-phosphocholine